C(C)(=O)C1=C(N(C=C1)C1=CC(=C(C#N)C=C1)F)C 4-(3-acetyl-2-methyl-1H-pyrrol-1-yl)-2-fluorobenzonitrile